CC1C2=C(C=NC=C2)C(=O)OC[C@]3([C@@H]4[C@H]([C@H]([C@@]5([C@H]([C@H]([C@@H]([C@]([C@]5([C@@H]4OC(=O)C)O3)(C)O)OC(=O)C1(C)O)OC(=O)C6=CC=CO6)OC(=O)C)COC(=O)C)OC(=O)C)OC(=O)C)C The molecule is a sesquiterpene alkaloid that is a macrolide incorporating a substituted pyridine and dihydroagarofuran moieties. Isolated from root barks of Tripterygium hypoglaucum, it exhibits anti-HIV activity. It has a role as an anti-HIV agent and a plant metabolite. It is a dihydroagarofuran sesquiterpenoid, an acetate ester, a 2-furoate ester, a macrolide, a sesquiterpene alkaloid and a pyridine alkaloid.